2-amino-6-hydroxy-2-(2-(trifluoromethyl)phenyl)cyclohexan-1-one NC1(C(C(CCC1)O)=O)C1=C(C=CC=C1)C(F)(F)F